FC1=CC=C(C(Cl)Cl)C=C1 4-fluorochlorobenzyl chloride